C1(CC1)C1=NC(=NC(=N1)OC)N 4-cyclopropyl-6-methoxy-1,3,5-triazine-2-amine